ethyl 2-[[3-amino-1-(3-chlorophenyl)propyl] amino]-6-(5,6-dimethoxybenzimidazol-1-yl)pyridine-3-carboxylate NCCC(C1=CC(=CC=C1)Cl)NC1=NC(=CC=C1C(=O)OCC)N1C=NC2=C1C=C(C(=C2)OC)OC